C1(CCCCC1)P(C1=C(C=CC=C1)C1=C(C=CC=C1OC(C)C)OC(C)C)C1CCCCC1 dicyclohexyl(2',6'-diisopropoxybiphenyl-2-yl)phosphine